FC1(C(C12CCN(CC2)C(=O)OC(C)(C)C)C2=CC(=NO2)C2=CC(=CC(=C2)C(F)(F)F)F)F Tert-Butyl 1,1-difluoro-2-{3-[3-fluoro-5-(trifluoromethyl)phenyl]isoxazol-5-yl}-6-azaspiro[2.5]octane-6-carboxylate